BrC1=C2CCCN(C2=CC=C1)C1=NC(NC2=CC=C(C(=C12)F)F)=O 4-(5-bromo-3,4-dihydro-2H-quinolin-1-yl)-5,6-difluoro-1H-quinazolin-2-one